2-[4-[[(3,4-dimethylpyrimidino[4',5':4,5]thieno[2,3-c]pyridazin-8-yl)amino]methyl]phenyl]propan-2-ol CC1=C(C2=C(N=N1)SC1=C2N=CN=C1NCC1=CC=C(C=C1)C(C)(C)O)C